Cl.CC=1N=C2N(N=C(C=C2C)C2=CC3=C(N=C(S3)C3(CCNCC3)C)C(=C2)F)C1 6-(2,8-dimethylimidazo[1,2-b]pyridazin-6-yl)-4-fluoro-2-(4-methyl-4-piperidinyl)-1,3-benzothiazole hydrochloride